C(C)(C)(C)C1=CC(=NO1)NC(=O)NC1=CC=C(C=C1)N1C=NC2=C1C=C(C=C2)OCCN2CCOCC2 1-(5-tert-butyl-isoxazol-3-yl)-3-{4-[6-(2-morpholin-4-yl-ethoxy)-benzimidazol-1-yl]-phenyl}-urea